FC(CN1C(=NC2=NC=C(C=C21)C2=CNC=1N=C(N=C(C12)OC)NC1CC(C1)(C)NC(CC)=O)C)F N-((1r,3r)-3-((5-(1-(2,2-difluoroethyl)-2-methyl-1H-imidazo[4,5-b]pyridin-6-yl)-4-methoxy-7H-pyrrolo[2,3-d]pyrimidin-2-yl)amino)-1-methylcyclobutyl)propionamide